(2S,4aR,6R,7R,8R,8aR)-methyl-7-acetoxy-8-hydroxy-2-phenylhexahydropyrano[3,2-d][1,3]dioxine-6-carboxylate COC(=O)[C@H]1[C@@H]([C@@H]([C@H]2O[C@H](OC[C@H]2O1)C1=CC=CC=C1)O)OC(C)=O